NCC=1C=C2C=C(N(C2=CC1)CCCC(F)F)CN1C(N(C2=C1C=NC=C2)C2CC2)=O 3-((5-(aminomethyl)-1-(4,4-difluorobutyl)-1H-indol-2-yl)methyl)-1-cyclopropyl-1,3-dihydro-2H-imidazo[4,5-c]pyridin-2-one